C(=O)N1CCN(CC1)C=O N,N'-diformylpiperazine